C(C)(C)N1C(=NC2=NC=C(C=C21)C2=CNC1=NC(=CC=C12)NC(=O)C1CCN(CC1)C)C N-(3-(1-isopropyl-2-methyl-1H-imidazo[4,5-b]pyridin-6-yl)-1H-pyrrolo[2,3-b]pyridin-6-yl)-1-methylpiperidine-4-carboxamide